tert-Butyl-(3S,4S)-3-hydroxy-4-((S)-5H-imidazo[5,1-a]isoindol-5-yl)piperidin-1-carboxylat C(C)(C)(C)OC(=O)N1C[C@H]([C@@H](CC1)[C@@H]1N2C(C3=CC=CC=C13)=CN=C2)O